1-phenyl-3-(4-isopropylphenyl)-5-(4-isopropylphenyl)-dihydropyrazole C1(=CC=CC=C1)N1NC(C=C1C1=CC=C(C=C1)C(C)C)C1=CC=C(C=C1)C(C)C